CC(C)(C)NS(=O)(=O)C1=CC(=CC=C1)NC1=NC(=NC=C1C)NC1=CC=C(C=C1)N1CCN(CC1)C N-(1,1-dimethylethyl)-3-[[5-methyl-2-[[4-(4-methyl-1-piperazinyl)phenyl]amino]-4-pyrimidinyl]amino]benzenesulfonamide